ClC1=CC=C(C=C1)C=1N=CN(C1C1=CC=NC=C1)CC(=O)N1CC2(C1)CCNCC2 2-[4-(4-Chlorophenyl)-5-(pyridin-4-yl)-1H-imidazol-1-yl]-1-{2,7-diazaspiro[3.5]non-2-yl}ethan-1-one